(2S,4R)-N-((S)-1-(6-fluoronaphthalen-2-yl)ethyl)-4-Hydroxypyrrolidine-2-carboxamide FC=1C=C2C=CC(=CC2=CC1)[C@H](C)NC(=O)[C@H]1NC[C@@H](C1)O